7-bromo-5-chloro-imidazo[1,2-a]quinazoline BrC=1C=C2C(=NC=3N(C2=CC1)C=CN3)Cl